methyl (R)-5-(3-cyclohexyl-7-(2-methoxyethoxy)-2-methyl-1,1-dioxido-5-phenyl-2,3,4,5-tetrahydrobenzo[f][1,2,5]thiadiazepin-8-yl)-3-((isobutoxycarbonyl)amino)thiophene-2-carboxylate C1(CCCCC1)[C@H]1N(S(C2=C(N(C1)C1=CC=CC=C1)C=C(C(=C2)C2=CC(=C(S2)C(=O)OC)NC(=O)OCC(C)C)OCCOC)(=O)=O)C